NC1=NC=2C=C(C(=CC2C=2N1N=C(N2)[C@H]2CC[C@H](N(C2)C(=O)C2CC(C2)C#N)C)F)OC 3-((2R,5S)-5-(5-amino-9-fluoro-8-methoxy-[1,2,4]triazolo[1,5-c]quinazolin-2-yl)-2-methylpiperidine-1-carbonyl)cyclobutanecarbonitrile